dipropyl 3-methylcyclohexane-1,2-dicarboxylate CC1C(C(CCC1)C(=O)OCCC)C(=O)OCCC